trans-5-(2-(4-Chloro-3-fluoro-5-methoxyphenyl)cyclopropyl)-2,2'-bipyrimidine ClC1=C(C=C(C=C1OC)[C@H]1[C@@H](C1)C=1C=NC(=NC1)C1=NC=CC=N1)F